(S)-2-(tert-butoxycarbonylamino)-3-phenylpropanoic acid C(C)(C)(C)OC(=O)N[C@H](C(=O)O)CC1=CC=CC=C1